(7R,9aS)-7-[8-amino-1-(4-{(1R)-1-hydroxy-1-[3-(trifluoromethyl)phenyl]ethyl}phenyl)imidazo[1,5-a]pyrazin-3-yl]hexahydropyrido[2,1-c][1,4]oxazin-4(3H)-one NC=1C=2N(C=CN1)C(=NC2C2=CC=C(C=C2)[C@](C)(C2=CC(=CC=C2)C(F)(F)F)O)[C@@H]2CC[C@H]1COCC(N1C2)=O